potassium dihydrogenphosphite P(O)(O)[O-].[K+]